4-[7-[6-amino-4-methyl-3-(trifluoromethyl)-2-pyridyl]-6-chloro-quinazolin-4-yl]-1-(cyclobutene-1-carbonyl)piperazine-2-carbonitrile NC1=CC(=C(C(=N1)C1=C(C=C2C(=NC=NC2=C1)N1CC(N(CC1)C(=O)C1=CCC1)C#N)Cl)C(F)(F)F)C